C1(CC1)C=1C=CC=2N(C1)C=C(N2)CNC2=CC(=NC=C2)NC(=O)[C@@H]2[C@H](C2)C2=NC=CC(=C2)OC |r| rac-(1S*,2S*)-N-(4-(((6-cyclopropylimidazo[1,2-a]pyridin-2-yl)methyl)amino)pyridin-2-yl)-2-(4-methoxypyridin-2-yl)cyclopropane-1-carboxamide